CC1N(CC(CC1)NC1=NC=C(C=N1)C(F)(F)F)C(=O)NNC1=NC=CC=C1 2-methyl-N'-(pyridin-2-yl)-5-((5-(trifluoromethyl)pyrimidin-2-yl)amino)piperidine-1-carbohydrazide